caproyl-sebacamide C(CCCCC)(=O)C(C(=O)N)CCCCCCCC(=O)N